F[C@]1(CN(CC[C@H]1O)C1=NC=CC(=N1)NC=1N=CC2=C(C=CC(=C2C1)C(C)C)N1[C@@H]([C@H](C1)CP(C)C)C)C (((2R,3S)-1-(3-((2-((3S,4R)-3-fluoro-4-hydroxy-3-methylpiperidin-1-yl)pyrimidin-4-yl)amino)-5-isopropylisoquinolin-8-yl)-2-methylazetidin-3-yl)methyl)dimethylphosphine